[N+](=O)([O-])C1=CC(=NC=C1)N1CCC(CC1)O (4-nitropyridin-2-yl)piperidin-4-ol